COC1=C(C(=CC=C1)OC)C1=CC=C(C=C1)S(=O)(=O)N 2',6'-dimethoxy-[1,1'-biphenyl]-4-sulfonamide